ClC=1C=C2CCCCC2=CC1F 6-chloro-7-fluoro-1,2,3,4-tetrahydronaphthalene